FC(SC1=CC=C(CCl)C=C1)(F)F 4-(trifluoromethylthio)benzyl chloride